Trans-dioxan O1CCOCC1